NC1=C(C(=O)NC2CCOCC2)C=C(C=N1)C1=CC=C(C=C1)C(C)N1CCCC1 2-Amino-5-(4-(1-(pyrrolidin-1-yl)ethyl)phenyl)-N-(tetrahydro-2H-pyran-4-yl)nicotinamide